[N+](=O)([O-])C=CC1=CC=C(OS(=O)(=O)C2=CC=C(C(=O)O)C=C2)C=C1 4-(4-(2-Nitrovinyl)phenoxysulfonyl)benzoic acid